2-[1-(Phenylimino)ethyl]-pyridin C1(=CC=CC=C1)N=C(C)C1=NC=CC=C1